2,3,4,9-tetrahydro-1H-[1,4]oxazino[2,3-f]quinazolin-10-one O1CCNC=2C1=C1C(NC=NC1=CC2)=O